CC1(C(NC2=CC=C(C=C2C1)S(=O)(=O)N1[C@H]2CC(C[C@@H]1CC2)N2CCC(CC2)C)=O)C 3,3-Dimethyl-6-(((1R,3s,5S)-3-(4-methylpiperidin-1-yl)-8-azabicyclo[3.2.1]octan-8-yl)sulfonyl)-3,4-dihydroquinolin-2(1H)-one